FC(C(=O)NC=1C=C(C=CC1)C)(CC(CC1=CC=CC=C1)O)F 2,2-difluoro-4-hydroxy-5-phenyl-N-(m-tolyl)valeramide